OC=1C(=C(C=CC1O)CCC(=O)C1=C(C=C(C=C1)O)O)C\C=C(\CCCC(C)(C)OC)/C 3-[3,4-dihydroxy-2-[(2E)-7-methoxy-3,7-dimethyl-2-octen-1-yl]phenyl]-1-(2,4-dihydroxyphenyl)-1-propanone